5-(Benzo[d][1,3]dioxol-5-yl)-4-hydroxy-4-(hydroxymethyl)cyclopent-2-en-1-one O1COC2=C1C=CC(=C2)C2C(C=CC2=O)(CO)O